2-fluoro-3-(5-methylthiazol-2-yl)-5-((tetrahydro-2H-pyran-4-yl)methoxy)benzoic acid FC1=C(C(=O)O)C=C(C=C1C=1SC(=CN1)C)OCC1CCOCC1